5-(2-amino-8-fluoro-[1,2,4]triazolo[1,5-a]pyridin-6-yl)-N-t-butylpyridine-3-sulfonamide NC1=NN2C(C(=CC(=C2)C=2C=C(C=NC2)S(=O)(=O)NC(C)(C)C)F)=N1